tert-butyl N-[(10R,11E,14S)-5-chloro-10-methyl-9-oxo-3,8-diazatricyclo[13.3.1.02,7]nonadeca-1(19),2(7),3,5,11,15,17-heptaen-14-yl]carbamate ClC=1C=NC=2C=3C=CC=C([C@H](C/C=C/[C@H](C(NC2C1)=O)C)NC(OC(C)(C)C)=O)C3